4-((tert-butyldimethylsilyl)oxy)spiro[4.4]nonan-1-one [Si](C)(C)(C(C)(C)C)OC1CCC(C12CCCC2)=O